C(C1=CC=CC=C1)OCOCC=1N=C(SC1)C(=O)O 4-{[(benzyloxy)methoxy]methyl}-1,3-thiazole-2-carboxylic acid